1,3,6-trioxane-2-one O1C(OCCO1)=O